ClC1=C(C(=C(C=C1)NC=1N(C2=NC(=NC=C2N1)NC1CCC(CC1)(F)F)C1CCC(CC1)C(=O)N)F)F (1s,4s)-4-(8-(4-chloro-2,3-difluorophenylamino)-2-(4,4-difluorocyclohexylamino)-9H-purin-9-yl)cyclohexanecarboxamide